FC=1C=CC(=C(C(=O)N2[C@@H](COCC2)C)C1)C=1C=2N(C=C(C1)C1CN(C1)[C@@H](CO[C@H]1CNCCC1)C(C)C)C(=NC2F)C (3R)-4-[5-fluoro-2-(1-fluoro-3-methyl-6-{1-[(2R)-3-methyl-1-[(3R)-piperidin-3-yloxy]butan-2-yl]azetidin-3-yl}imidazo[1,5-a]pyridin-8-yl)benzoyl]-3-methylmorpholine